heptane-diol C(CCCCCC)(O)O